C1(=CC=CC=C1)C1=NC(=NC(=N1)C1=CC=CC=C1)C1=CC=C(C=C1)N1C=2C=CC=CC2C(C2=CC=CC=C12)(C)C 10-(4-(4,6-diphenyl-1,3,5-triazine-2-yl)phenyl)-9,9-dimethyl-9,10-dihydroacridine